(2S,4R)-4-hydroxy-1-((S)-2-(4-methoxy-1H-benzo[d][1,2,3]triazol-1-yl)-3-methylbutanoyl)-N-methylpyrrolidine-2-carboxamide O[C@@H]1C[C@H](N(C1)C([C@H](C(C)C)N1N=NC2=C1C=CC=C2OC)=O)C(=O)NC